ClC1=C(C(=O)NC(C)C(C)(C)C)C=CC(=N1)C1=CC(=CC=C1)[N+](=O)[O-] 2-chloro-N-(3,3-dimethylbut-2-yl)-6-(3-nitrophenyl)nicotinamide